BrC=1C=C(C(N(C1C)C=1C=NC=C(C1)F)=O)C(=O)N 5-bromo-5'-fluoro-6-methyl-2-oxo-2H-[1,3'-bipyridine]-3-carboxamide